C(C)(C)=C(C(C)=O)C=C(C)C 3-isopropylidene-5-methylhexenone